ClC=1C=CC(=C(C1)CC(=O)NC=1C=C(C(=O)O)C=CC1OC)OC 3-[[2-(5-chloro-2-methoxy-phenyl)acetyl]amino]-4-methoxy-benzoic acid